N-(1-methyl-1H-benzo[d]imidazol-5-yl)acetamid CN1C=NC2=C1C=CC(=C2)NC(C)=O